[N+](=O)([O-])/C(=C/C=1OC=CC1)/C (E)-2-(2-nitroprop-1-en-1-yl)furan